N-[4-(3-cyanophenyl)-5-(2,6-dimethyl-4-pyridyl)thiazol-2-yl]-9-oxa-2,6-diazaspiro[4.5]decane C(#N)C=1C=C(C=CC1)C=1N=C(SC1C1=CC(=NC(=C1)C)C)N1C2(CCNC2)COCC1